2-fluoro-4-[3-(1-quinolin-6-ylcyclopropyl)imidazo[1,2-a]pyrimidin-6-yl]benzyl-N,N-dimethylurea FC1=C(CNC(N(C)C)=O)C=CC(=C1)C=1C=NC=2N(C1)C(=CN2)C2(CC2)C=2C=C1C=CC=NC1=CC2